2-(4-(2-((4-methoxybenzyl)oxy)thiazol-4-yl)cyclohex-3-en-1-yl)acetate COC1=CC=C(COC=2SC=C(N2)C2=CCC(CC2)CC(=O)[O-])C=C1